CON(C(CCCCCC(=O)OC1=CC=CC=C1)=O)C phenyl 7-(methoxy (methyl) amino)-7-oxoheptanoate